N-butylamino-2,6-diacetylethylpyridine-4-carboxamide C(CCC)NNC(=O)C1=CC(=NC(=C1)C(C)=O)CCC(C)=O